ClC1=CC(=C(C(=C1)F)NC=1N(C2=NC(=NC=C2N1)N[C@@H]1COCCC1)C1CCC(CC1)C(=O)N)F (1r,4S)-4-(8-(4-chloro-2,6-difluorophenylamino)-2-((S)-tetrahydro-2H-pyran-3-ylamino)-9H-purin-9-yl)cyclohexanecarboxamide